1-(4-(benzyl(2,4-dimethoxybenzyl)amino)-8-(2-morpholinoethoxy)-5,6,7,8-tetrahydroquinazolin-2-yl)-2-methyl-indole-4-carbonitrile C(C1=CC=CC=C1)N(C1=NC(=NC=2C(CCCC12)OCCN1CCOCC1)N1C(=CC=2C(=CC=CC12)C#N)C)CC1=C(C=C(C=C1)OC)OC